2-hydroxy-N1-(4-(trifluoromethyl)phenyl)pyrrolidine-1,2-dicarboxamide OC1(N(CCC1)C(=O)NC1=CC=C(C=C1)C(F)(F)F)C(=O)N